Tert-butyl 4-(6-amino-5-fluoropyridin-3-yl)piperazine-1-carboxylate NC1=C(C=C(C=N1)N1CCN(CC1)C(=O)OC(C)(C)C)F